2-cyanotetrahydrofuran-3,4-diyldiacetate C(#N)C1OCC(C1CC(=O)[O-])CC(=O)[O-]